C1(=CC=CC=C1)C1(CC1)N anti-phenyl-cyclopropanamine